C(CCCCCCCCCCC)NC(CCCCCCCCCCCCCCC)=O N-dodecyl-(tetradecyl)acetamide